(dicyclopentadiene) rhodium (I) chloride [Rh]Cl.C1=CC=CC1.C1=CC=CC1